3-CHLORO-2-METHYLPYRIDINE-5-CARBOXALDEHYDE ClC=1C(=NC=C(C1)C=O)C